NC1=NC=CC2=C1N=C(N=C2)C=2C=C(C=CC2OC(F)(F)F)C#C[C@]2(C(N(CC2)C)=O)O (R)-3-((3-(8-Aminopyrido[3,4-d]pyrimidin-2-yl)-4-(trifluoromethoxy)phenyl)ethynyl)-3-hydroxy-1-methylpyrrolidin-2-one